NC1=C(C(=NC=N1)OC[C@H]1CN(CC1)C(C=C)=O)C1=CC=C(C=C1)OC1=CC=CC=C1 (R)-1-(3-(((6-amino-5-(4-phenoxyphenyl)pyrimidin-4-yl)oxy)methyl)pyrrolidin-1-yl)prop-2-en-1-one